CC=1N=C(NC1C)C1=CC=C(C=C1)C1=CN=C2C(=N1)N(C=N2)CCN2CCOCC2 6-(4-(4,5-dimethyl-1H-imidazol-2-yl)phenyl)-1-(2-morpholinoethyl)-1H-imidazo[4,5-b]pyrazin